NC1=C(C=C(C(=C1)Br)F)C(C)=O 1-(2-amino-4-bromo-5-fluorophenyl)ethanone